ClC=1N=CC2=C(C=CC(=C2C1)I)N1[C@@H]([C@H](C1)CS(=O)(=O)C)C 3-chloro-5-iodo-8-[(2R,3S)-3-(methanesulfonylmethyl)-2-methylazetidin-1-yl]isoquinoline